((2-(2-amino-6-chloro-9H-purin-9-yl) ethoxy) methyl) phosphonate P(OCOCCN1C2=NC(=NC(=C2N=C1)Cl)N)([O-])=O